tert-butyl N-[2-[4-[6-(4-methoxycyclohexyl)-2-oxo-3H-imidazo[4,5-b]pyridin-1-yl]piperidine-1-carbonyl]-5-(trifluoromethoxy)phenyl]carbamate COC1CCC(CC1)C=1C=C2C(=NC1)NC(N2C2CCN(CC2)C(=O)C2=C(C=C(C=C2)OC(F)(F)F)NC(OC(C)(C)C)=O)=O